[Co].[Li].[Co] cobalt-lithium cobalt